N-(1-((3-(1H-imidazol-1-yl)propyl)amino)-4-((4-(bis(2-hydroxytetradecyl)amino)butyl)disulfaneyl)-1-oxobutan-2-yl)-5-(bis(2-hydroxydecyl)amino)pentanamide N1(C=NC=C1)CCCNC(C(CCSSCCCCN(CC(CCCCCCCCCCCC)O)CC(CCCCCCCCCCCC)O)NC(CCCCN(CC(CCCCCCCC)O)CC(CCCCCCCC)O)=O)=O